CC1OCC2=C1C=NC=1C=CC(=CC21)C(=O)N 3-methyl-1,3-dihydrofuro[3,4-c]quinoline-8-carboxamide